Myristoyl Acetate C(C)(=O)OC(CCCCCCCCCCCCC)=O